1-ethyl-6-((3-fluorobenzyl)thio)-5-phenyl-1H-pyrazolo[3,4-d]pyrimidin-4(5H)-one C(C)N1N=CC2=C1N=C(N(C2=O)C2=CC=CC=C2)SCC2=CC(=CC=C2)F